2-(4-bromophenyl)-2-fluoro-propionic acid BrC1=CC=C(C=C1)C(C(=O)O)(C)F